3-Chloro-4-((3,5-difluoropyridin-2-yl)methoxy)-2'-(4-(2-hydroxypropan-2-yl)thiazol-2-yl)-5',6-dimethyl-2H-[1,4'-bipyridin]-2-one ClC=1C(N(C(=CC1OCC1=NC=C(C=C1F)F)C)C1=CC(=NC=C1C)C=1SC=C(N1)C(C)(C)O)=O